4-(1-methyl-1H-pyrazole-yl)-N-((3S,4S)-(2,3,4-trifluorophenyl)piperidin-3-yl)-2-fluorobenzamide CN1N=C(C=C1)C1=CC(=C(C(=O)N[C@@H]2CN(CCC2)C2=C(C(=C(C=C2)F)F)F)C=C1)F